1-((2-amino-9-((2R,3R,5S)-3-hydroxy-5-(hydroxymethyl)tetrahydrofuran-2-yl)-6,8-dioxo-1,6,8,9-tetrahydro-7H-purin-7-yl)methyl)cyclopropane-1-carbonitrile NC=1NC(C=2N(C(N(C2N1)[C@@H]1O[C@@H](C[C@H]1O)CO)=O)CC1(CC1)C#N)=O